FC(C=1C(=NC(=NC1)NC=1C(=NN(C1)C1CN(CC1)C)C)NCCCN1CCOCC(C1=O)(C)C)F 4-(3-((5-(Difluoromethyl)-2-((3-methyl-1-(1-methylpyrrolidin-3-yl)-1H-pyrazol-4-yl)amino)pyrimidin-4-yl)amino)propyl)-6,6-dimethyl-1,4-oxazepan-5-on